4-Aminonaphthalin NC1=CC=CC2=CC=CC=C12